1-Bromo-4-(3,3-difluorocyclobutyl)benzene BrC1=CC=C(C=C1)C1CC(C1)(F)F